6-chloro-7-(2-fluorophenyl)-1-(6-methoxy-4-methyl-2-(2-propanyl)-3-pyridinyl)-4-((2S)-2-methyl-4-(2-propenoyl)-1-piperazinyl)pyrido[2,3-d]pyrimidin-2(1H)-one ClC1=CC2=C(N(C(N=C2N2[C@H](CN(CC2)C(C=C)=O)C)=O)C=2C(=NC(=CC2C)OC)C(C)C)N=C1C1=C(C=CC=C1)F